4-chloro-6-(cyclopropyloxy)-2-(2H-pyrazol-3-yl)benzene-1-carbonitrile ClC1=CC(=C(C(=C1)OC1CC1)C#N)C=1NN=CC1